(R)-N-(2-(4-Cyclopropyl-6-((1-ethylpiperidin-3-yl)amino)pyridazin-3-yl)-5-(trifluoromethyl)phenyl)methanesulfonamide C1(CC1)C1=C(N=NC(=C1)N[C@H]1CN(CCC1)CC)C1=C(C=C(C=C1)C(F)(F)F)NS(=O)(=O)C